ClC1=C(C=CC=C1)C1=C(C=CC(=C1)C(F)(F)F)S(=O)(=O)N1CCC(CC1)(C(=O)N[C@H](C)\C=C/S(=O)(=O)C)F (R,Z)-1-((2'-chloro-5-(trifluoromethyl)-[1,1'-biphenyl]-2-yl)sulfonyl)-4-fluoro-N-(4-(methylsulfonyl)but-3-en-2-yl)piperidine-4-carboxamide